(E)-N-(4-(8-(4-chloro-1,2-dimethyl-6-(trifluoromethyl)-1H-benzo[d]imidazol-5-yl)indolizine-3-carbonyl)-2,6-difluorophenyl)-4-(((1r,4r)-4-methoxycyclohexyl)amino)but-2-enamide ClC1=C(C(=CC=2N(C(=NC21)C)C)C(F)(F)F)C2=CC=CN1C(=CC=C21)C(=O)C2=CC(=C(C(=C2)F)NC(\C=C\CNC2CCC(CC2)OC)=O)F